3-methyl-benzenesulfonylChlorine CC=1C=C(C=CC1)S(=O)(=O)Cl